[Pd].BrC1=C([C-](C=C1)P(C1=CC=CC=C1)C1=CC=CC=C1)Br.[C-]1(C=CC=C1)P(C1=CC=CC=C1)C1=CC=CC=C1.[Fe+2] dibromo[1,1'-bis(diphenylphosphino)ferrocene] palladium